COCC=1C=CC(=NC1)C=1C=NC(=CC1NC1=NC(=NC(=C1)COC)C1COCC1)NC(C)=O N-(5-(methoxymethyl)-4'-((6-(methoxymethyl)-2-(tetrahydrofuran-3-yl)pyrimidin-4-yl)amino)-[2,3'-bipyridin]-6'-yl)acetamide